2-(3-chlorophenethyl)-1,2,3,4-tetrahydroisoquinoline ClC=1C=C(CCN2CC3=CC=CC=C3CC2)C=CC1